[N+](=O)([O-])C1=CC=C(C=C1)NC=1C=CC(NC1)=O 5-((4-nitrophenyl)amino)pyridin-2(1H)-one